1-methyl-N-(tetrahydro-2H-pyran-4-yl)-2-(2-(2,2,2-trifluoroethylamino)pyrimidin-4-yl)-1H-pyrrolo[3,2-c]pyridin-6-amine CN1C(=CC=2C=NC(=CC21)NC2CCOCC2)C2=NC(=NC=C2)NCC(F)(F)F